C(C)N(C(OCCCC)=O)CC butyl N,N-diethylcarbamate